FC1=C(COC2CN(C2)C(CCC2=CN=NN2)=O)C=CC(=C1)C(F)(F)F 1-(3-((2-Fluoro-4-(trifluoromethyl)benzyl)oxy)azetidin-1-yl)-3-(1H-1,2,3-triazol-5-yl)propan-1-one